O1C(=CC2=C1C=CC=C2)C=2C=CC1=C(SC(=C1)C(=O)NCC1CCNCC1)C2 6-(benzofuran-2-yl)-N-(piperidin-4-ylmethyl)benzo[b]thiophene-2-carboxamide